5-(1-methyl-3-trifluoromethylpyrazolyl)-4H-[1,2,4]-triazole-3-thiol CN1N=C(C(=C1)C=1NC(=NN1)S)C(F)(F)F